FC(C(=O)O)(F)F.NCC(COC1=CC=C(C=C1)C(=O)N1CC2=CC=CC=C2CC1)=CF (4-((2-aminomethyl-3-fluoroallyl)oxy)phenyl)-(3,4-dihydroisoquinolin-2(1H)-yl)methanone trifluoroacetate